2-(2-cyclobutyl-7-(isoquinolin-4-yl)-6,8-dioxo-5,7-diazaspiro[3.4]octan-5-yl)acetamide C1(CCC1)C1CC2(C1)N(C(N(C2=O)C2=CN=CC1=CC=CC=C21)=O)CC(=O)N